[Si]([O-])([O-])([O-])[O-].[Ge+2].[Yb+3] ytterbium-germanium silicate